ClC=1C=C(C=CC1C)N1C[C@H](CC1=O)C(=O)NC=1C=C(NN1)C1CC1 (S)-1-(3-chloro-4-methylphenyl)-N-(3-cyclopropyl-2H-pyrazol-5-yl)-5-oxopyrrolidine-3-carboxamide